acrylamido-2-methylbutanoic acid C(C=C)(=O)NC(C(=O)O)(CC)C